methyl-5-((4-nitrophenyl)thio)pyrimidin-4(3H)-one CC1=NC=C(C(N1)=O)SC1=CC=C(C=C1)[N+](=O)[O-]